FC=1C(=NC(=CC1CN1CCOCC1)NC=1SC(=CN1)C)N[C@@H]1CN(CCC1)C(C=C)=O (S)-1-(3-(3-fluoro-6-(5-methylthiazol-2-ylamino)-4-(morpholinomethyl)pyridin-2-ylamino)piperidin-1-yl)prop-2-en-1-one